ClC=1C=C2CCCC(C2=CC1)(C(OC)OC)COC1=C(C=C(C=C1)S(=O)(=O)N)[N+](=O)[O-] 4-[[6-chloro-1-(dimethoxymethyl)tetralin-1-yl]methoxy]-3-nitro-benzenesulfonamide